2,4,6-trichlorononanamide ClC(C(=O)N)CC(CC(CCC)Cl)Cl